C(C)C(CCCCC(=O)O)(CC)CC tris(ethyl)Caproic acid